5-((1R,3R)-2-(bicyclo[1.1.1]pentan-1-yl)-3-methyl-2,3,4,9-tetrahydro-1H-pyrido[3,4-b]indol-1-yl)-N-(2-(3-fluoropyrrolidin-1-yl)ethyl)pyridin-2-amine C12(CC(C1)C2)N2[C@@H](C=1NC3=CC=CC=C3C1C[C@H]2C)C=2C=CC(=NC2)NCCN2CC(CC2)F